(R)-N-((S)-1'-(8-iodo-[1,2,4]triazolo[4,3-c]pyrimidin-5-yl)-1,3-dihydrospiro[inden-2,4'-piperidin]-1-yl)-2-methylpropan-sulfinamide IC=1C=2N(C(=NC1)N1CCC3(CC1)[C@@H](C1=CC=CC=C1C3)N[S@](=O)CC(C)C)C=NN2